Octadecyl-Dimethyl-Benzyl-Ammonium Bromide [Br-].C(CCCCCCCCCCCCCCCCC)[N+](CC1=CC=CC=C1)(C)C